2-(Difluoromethyl)-5-(6-((4-fluorophenoxy)methyl)pyridin-3-yl)-1,3,4-oxadiazole FC(C=1OC(=NN1)C=1C=NC(=CC1)COC1=CC=C(C=C1)F)F